tert-Butyl (2-(hexylthio)-9H-purin-6-yl)carbamate C(CCCCC)SC1=NC(=C2N=CNC2=N1)NC(OC(C)(C)C)=O